C(\C=C\C1=CC=C(C=C1)O)(=O)[O-] coumarat